COC=1C=2N(C=C(C1)C1=C(C(=NN1)C=1SC(=C(N1)C)C1CCN(CC1)CCC)CC(F)(F)F)N=CN2 2-(5-(8-methoxy-[1,2,4]triazolo[1,5-a]pyridin-6-yl)-4-(2,2,2-trifluoroethyl)-1H-pyrazol-3-yl)-4-methyl-5-(1-propylpiperidin-4-yl)thiazole